5-(9-phenylcarbazole-3-yl)-12-phenyl-5H,12H-indolo[3,2-a]carbazole C1(=CC=CC=C1)N1C2=CC=CC=C2C=2C=C(C=CC12)N1C2=CC=CC=C2C=2C1=CC=C1C3=CC=CC=C3N(C21)C2=CC=CC=C2